[N+](=O)([O-])OCCCCC(=O)O 5-(nitrooxy)pentanoic acid